4-hydroxymethyl-phenylboronate OCC1=CC=C(C=C1)B([O-])[O-]